ClC=1C=CC(=C(C(=O)NC2=CC=C(C=C2)F)C1)O 5-chloro-N-(4-fluorophenyl)-2-hydroxybenzamide